Bis(4-(dimethylsilyl)phenyl)methane C[SiH](C1=CC=C(C=C1)CC1=CC=C(C=C1)[SiH](C)C)C